C(CCC(=O)O)(=O)O.C(CCC(=O)O)(=O)O.C(C(O)C(O)C(=O)O)(=O)O tartaric acid disuccinate